1-(5-chloro-1,2-benzoxazol-3-yl)ethane-1-sulfonamide ClC=1C=CC2=C(C(=NO2)C(C)S(=O)(=O)N)C1